(3-(tosylmethyl)indolin-1-yl)methanol S(=O)(=O)(C1=CC=C(C)C=C1)CC1CN(C2=CC=CC=C12)CO